1-{[(3R)-3-methyl-6-pentyl-3,4-dihydro-2-naphthyl]Methyl}-3-azetidinecarboxylic acid C[C@H]1C(=CC2=CC=C(C=C2C1)CCCCC)CN1CC(C1)C(=O)O